C1(=CC=CC=C1)C(C)O monophenylethanol